6-(4-(8-isopropyl-3,8-diazabicyclo[3.2.1]oct-3-yl)phenyl)-8-methyl-2-(4-(methylsulfonyl)phenyl)-5,6,7,8-tetrahydro-[1,2,4]triazolo[1,5-a]pyridine C(C)(C)N1C2CN(CC1CC2)C2=CC=C(C=C2)C2CC(C=1N(C2)N=C(N1)C1=CC=C(C=C1)S(=O)(=O)C)C